(6Z,12Z)-hexadeca-6,12-dien-1-ol C(CCCC\C=C/CCCC\C=C/CCC)O